6-chloro-4-((4-methoxypiperidin-1-yl)methyl)-1H-pyrrolo[2,3-b]pyridine ClC1=CC(=C2C(=N1)NC=C2)CN2CCC(CC2)OC